C(=C)C1=CC=C(C(C)(C)O)C=C1 4-vinyl-α,α-dimethylbenzyl alcohol